COC1=CC=C(C=C1)NC1=C(C=CC=C1)N (4-methoxyphenyl)-phenylenediamine